methyl 3-[[1-[5-[(1S)-1-(2,2,6-trifluoro-1,3-benzodioxol-5-yl)ethoxy]-3-pyridyl]-3-(trifluoromethyl)-4,5,6,7-tetrahydroindazol-7-yl]oxy]bicyclo[1.1.1]pentane-1-carboxylate FC1(OC2=C(O1)C=C(C(=C2)[C@H](C)OC=2C=C(C=NC2)N2N=C(C=1CCCC(C21)OC21CC(C2)(C1)C(=O)OC)C(F)(F)F)F)F